N1=CC=C(C=C1)C1=NNC(=C1)NC(CC)=O N-(3-(pyridin-4-yl)-1H-pyrazol-5-yl)propanamide